C1(CC1)N(C(CC1=CC=CC2=CC=C(C=C12)F)=O)C N-cyclopropyl-2-(7-fluoronaphthalen-1-yl)-N-methylacetamide